CCC(=S)O Methyl-thioacetic acid